BrC=1C=C(C=C(C1Cl)F)O 3-bromo-4-chloro-5-fluoro-phenol